ClC1=CC=C(S1)C1=NC(=NC=C1)NC=1C=C2C=C(NC2=CC1)C(=O)NCCCN1CCOCC1 5-((4-(5-chlorothien-2-yl)pyrimidin-2-yl)amino)-N-(3-morpholinopropyl)-1H-indole-2-carboxamide